ClC1=NC(=CC(=C1)C=O)Cl 2,6-dichloropyridine-4-carbaldehyde